ClC1=C(C(=O)NC2=NON=C2C)C=CC(=C1S(=O)(=O)CCC)S(=O)(=O)C 2-Chloro-N-(4-methyl-1,2,5-oxadiazol-3-yl)-4-(methylsulfonyl)-3-(propylsulfonyl)benzamide